(2r,5r)-2-(1-(4-bromophenyl)-3-(5-chloropyridin-2-yl)-1H-pyrazol-4-yl)-5-methyl-3-(2-(2-oxoindol-5-yl)ethyl)oxazolidin-4-one BrC1=CC=C(C=C1)N1N=C(C(=C1)[C@H]1O[C@@H](C(N1CCC1=CC2=CC(N=C2C=C1)=O)=O)C)C1=NC=C(C=C1)Cl